5-{4-[(1-{[3-methyl-4-(trifluoromethyl)phenyl]carbamoyl}-DL-prolyl)amino]phenyl}pyridine-2-carboxylic acid CC=1C=C(C=CC1C(F)(F)F)NC(=O)N1[C@@H](CCC1)C(=O)NC1=CC=C(C=C1)C=1C=CC(=NC1)C(=O)O |r|